7-(6-chloroimidazo[1,2-b]pyridazin-3-yl)-3-methoxy-N-(4-((4-methylpiperazin-1-yl)methyl)-3-(trifluoromethyl)phenyl)-2-naphthamide ClC=1C=CC=2N(N1)C(=CN2)C2=CC=C1C=C(C(=CC1=C2)C(=O)NC2=CC(=C(C=C2)CN2CCN(CC2)C)C(F)(F)F)OC